8-(2-chloroacetyl)-4-((5-(1-methyl-1H-indazol-4-yl)furan-2-yl)methyl)-1-thia-4,8-diazaspiro[4.5]Decan-3-one ClCC(=O)N1CCC2(N(C(CS2)=O)CC=2OC(=CC2)C2=C3C=NN(C3=CC=C2)C)CC1